OC1CN(C1)C=1C=C2C=NC(=NN2C1)N[C@@H]1C[C@H](CC1)NC1=CC=C(C=N1)N1C(C=CC=C1)=O 6'-(((1S,3S)-3-((6-(3-hydroxyazetidin-1-yl)pyrrolo[2,1-f][1,2,4]triazine-2-yl)amino)cyclopentyl)amino)-2H-[1,3'-bipyridyl]-2-one